ClC=1C=CC=C2C=C(N(C(C12)=O)C1=C(C(=C(C(=C1[2H])[2H])[2H])[2H])[2H])[C@H](C)NC(OC(C)(C)C)=O tert-butyl (S)-(1-(8-chloro-1-oxo-2-(phenyl-d5)-1,2-dihydroisoquinolin-3-yl)ethyl)carbamate